OCC1N(CCOC1)C(=O)NC1=CC(=CC=C1)[C@H](C)SC1=NN=CN1C 3-(hydroxymethyl)-N-(3-((S)-1-((4-methyl-4H-1,2,4-triazol-3-yl)sulfanyl)ethyl)phenyl)morpholine-4-carboxamide